N[C@@H]1C[C@H](CC1)NC1=NC=C(C(=N1)C1=CNC2=C(C(=CC=C12)C(=O)OC)Br)C(F)(F)F methyl 3-(2-(((1s,3s)-3-aminocyclopentyl) amino)-5-(trifluoromethyl) pyrimidin-4-yl)-7-bromo-1H-indole-6-carboxylate